3-amino-6-(trifluoromethyl)picolinic acid NC=1C(=NC(=CC1)C(F)(F)F)C(=O)O